1-[(1H-indazol-7-yl)methyl]-3-(4-trifluoromethoxyphenyl)thiourea N1N=CC2=CC=CC(=C12)CNC(=S)NC1=CC=C(C=C1)OC(F)(F)F